benzyl (2S)-2-(cyanomethyl)-4-[2-[[(2S)-1-methylpyrrolidin-2-yl]methoxy]-6,7,8,9-tetrahydro-5H-pyrimido[4,5-c]azepin-4-yl]piperazine-1-carboxylate C(#N)C[C@@H]1N(CCN(C1)C1=NC(=NC=2CNCCCC21)OC[C@H]2N(CCC2)C)C(=O)OCC2=CC=CC=C2